ClC=1C(=CC(=C(C1)S(=O)(=O)NC=1N=CSC1)F)OC1CCC2=C(C=CC=C12)C(F)(F)F 5-chloro-2-fluoro-N-(thiazol-4-yl)-4-((4-(trifluoromethyl)-2,3-dihydro-1H-inden-1-yl)oxy)benzenesulfonamide